C(C(=O)OC1CCCCC1)(=O)OC1CCCCC1 dicyclohexyl oxalate